F[C@H]1CN(CC[C@H]1NC=1C=2N(C=NC1)C(=C(N2)C#CCNC2=C(C=C(C=C2)S(=O)(=O)C)OC)C=C)C N-((3S,4R)-3-fluoro-1-methylpiperidin-4-yl)-2-(3-((2-methoxy-4-(methylsulfonyl)phenyl)amino)prop-1-yn-1-yl)-3-vinylimidazo[1,2-c]pyrimidin-8-amine